N-{(2S,3R)-1-(azetidine-1-carbonyl)-2-[(2,3'-difluoro-5'-methyl[1,1'-biphenyl]-3-yl)methyl]-4,4-difluoropyrrolidin-3-yl}cyclopropanesulfonamide N1(CCC1)C(=O)N1[C@H]([C@H](C(C1)(F)F)NS(=O)(=O)C1CC1)CC=1C(=C(C=CC1)C1=CC(=CC(=C1)C)F)F